bis(triisopropylcyclopentadienyl)strontium (II) C(C)(C)C1=C(C(C=C1)(C(C)C)[Sr]C1(C(=C(C=C1)C(C)C)C(C)C)C(C)C)C(C)C